O1CC(C1)N1C(CC(C1)C(=O)N)C(=O)N (oxetan-3-yl)pyrrolidine-2,4-dicarboxamide